FC1=C(C=CC=C1NS(NC)(=O)=O)CC=1C(OC2=CC(=CC=C2C1C)CC=O)=O 2-[3-({2-fluoro-3-[(methylsulfamoyl)amino]phenyl}methyl)-4-methyl-2-oxochromen-7-yl]acetaldehyde